CN(C(=O)C1=NNC2=C1CN(CC2)C(=O)OC(C)(C)C)C2(CC2)C2=NC=C(C=N2)C(=O)OC methyl 2-(l-N-methyl-5-[(tert-butoxy)carbonyl]-1H,4H,5H,6H,7H-pyrazolo[4,3-c]pyridine-3-amidocyclopropyl)-pyrimidine-5-carboxylate